C(C1=CC=CC=C1)OC1=CC=CC(=N1)C1=CC(=C(CC2=NC3=C(N2C[C@H]2OCC2)C=C(C=C3)C(=O)OC)C=C1C)F methyl (S)-2-(4-(6-(benzyloxy)pyridin-2-yl)-2-fluoro-5-methylbenzyl)-1-(oxetan-2-ylmethyl)-1H-benzo[d]imidazole-6-carboxylate